1-(tert-butyl)(2S)-pyrrolidine C(C)(C)(C)N1CCCC1